C(C)(C)(C)OOC(CCC(=O)[O-])(C)OOC(C)(C)C 4,4-bis[(t-butyl)peroxy]pentanoate